2-acetylbenzoic acid C(C)(=O)C1=C(C(=O)O)C=CC=C1